2-(4-(5-chloro-2-(4-chloro-1H-1,2,3-triazol-1-yl)phenyl)-2,5-dioxapiperazin-1-yl)-3-(2,4-difluorophenyl)propionic acid ClC=1C=CC(=C(C1)N1CON(CO1)C(C(=O)O)CC1=C(C=C(C=C1)F)F)N1N=NC(=C1)Cl